C(C)(C)(C)NS(=O)C=1SC2=C(N1)C=CC=C2 N-t-butyl-2-benzothiazolesulfinamide